TETRABUTYLAMMONIUM BENZOATE C(C1=CC=CC=C1)(=O)[O-].C(CCC)[N+](CCCC)(CCCC)CCCC